OC[C@H]1N(CC(C1)OC1=CC=C(C=C1)C(F)(F)F)C(=O)OC(C)(C)C tert-butyl (2S)-2-(hydroxymethyl)-4-(4-(trifluoromethyl)phenoxy)pyrrolidine-1-carboxylate